2H-quinoline-8-carbonitrile N1CC=CC2=CC=CC(=C12)C#N